2,2-diethyl (3S)-3-methyloxetane-2,2-dicarboxylate C[C@@H]1C(OC1)(C(=O)OCC)C(=O)OCC